2-(1-(4-chlorophenyl)vinyl)oxirane ClC1=CC=C(C=C1)C(=C)C1OC1